METHYL (2S)-2-[[PHENOXY-[[RAC-(2R,3R,4S,5R)-5-[6-AMINO-2-(TRIFLUOROMETHYL)PURIN-9-YL]-4-FLUORO-3-HYDROXY-TETRAHYDROFURAN-2-YL]METHOXY]PHOSPHORYL]AMINO]PROPANOATE O(C1=CC=CC=C1)P(=O)(OC[C@H]1O[C@H]([C@H]([C@@H]1O)F)N1C2=NC(=NC(=C2N=C1)N)C(F)(F)F)N[C@H](C(=O)OC)C |&1:11,13,14,15|